4-[4-cyano-2-({[(2'R,4S)-6-(cyclobutylcarbamoyl)-2,3-dihydrospiro[chromene-4,1'-cyclopropan]-2'-yl]carbonyl}amino)phenyl]butanoic acid C(#N)C1=CC(=C(C=C1)CCCC(=O)O)NC(=O)[C@H]1[C@]2(C1)CCOC1=CC=C(C=C12)C(NC1CCC1)=O